dimethyl-acryloyloxyphosphonic acid CC(=CC(=O)OP(O)(O)=O)C